[C@@H]1(CCC2=CC=CC=C12)NC=1C2=C(N=CN1)N(C=C2)[C@H]2C[C@@H]([C@@H](C2)COS(N)(=O)=O)O Sulfamic acid [(1S,2S,4R)-4-[4-[[(1S)-2,3-dihydro-1H-inden-1-yl]amino]-7H-pyrrolo[2,3-d]pyrimidin-7-yl]-2-hydroxycyclopentyl]methyl ester